FC1=C(N)C=C(C=C1F)[N+](=O)[O-] 2,3-difluoro-5-nitroaniline